CN1N=C(C=C1C1CCC(CC1)N1CCC2(CS(C2)(=O)=O)CC1)C(F)(F)F 7-((1r,4r)-4-(1-methyl-3-(trifluoromethyl)-1H-pyrazol-5-yl)cyclohexyl)-2-thia-7-azaspiro[3.5]nonane 2,2-dioxide